[5-[[(3S)-1-[2-oxo-2-[(2S,4S)-2-cyano-4-fluoro-pyrrolidin-1-yl]ethyl]pyrrolidin-3-yl]amino]-8-quinolinyl]acetamide O=C(CN1C[C@H](CC1)NC1=C2C=CC=NC2=C(C=C1)CC(=O)N)N1[C@@H](C[C@@H](C1)F)C#N